5-(2-((4-(4-amino-4-methylpiperidin-1-yl)phenyl)amino)-5-(oxazol-5-yl)pyrimidin-4-yl)furan-2-carboxamide NC1(CCN(CC1)C1=CC=C(C=C1)NC1=NC=C(C(=N1)C1=CC=C(O1)C(=O)N)C1=CN=CO1)C